FC=1C(=C2C(=NC(=NN2C1)N[C@@H]1[C@@H](CN(CC1)C)F)OC)C=1C=CC2=C(N(N=N2)CCF)C1 6-fluoro-N-((3R,4S)-3-fluoro-1-methylpiperidin-4-yl)-5-(1-(2-fluoroethyl)-1H-benzo[d][1,2,3]triazol-6-yl)-4-methoxypyrrolo[2,1-f][1,2,4]triazin-2-amine